N[C@H](C=1OC2=C(N1)C=C(C=C2F)[C@H](COC)N2C(N[C@@H](C2)C(F)(F)F)=O)C2CCC(CC2)(F)F (S)-1-((R)-1-(2-((S)-Amino(4,4-difluorocyclohexyl)methyl)-7-fluorobenzo[d]-oxazol-5-yl)-2-methoxyethyl)-4-(trifluoromethyl)imidazolidin-2-one